tert-butyl 3-(4-(N-((5-(5-(difluoromethyl)-1,3,4-oxadiazol-2-yl)pyridin-2-yl)methyl)-N-(m-tolyl) sulfamoyl)piperidin-1-yl)azetidine-1-carboxylate FC(C1=NN=C(O1)C=1C=CC(=NC1)CN(S(=O)(=O)C1CCN(CC1)C1CN(C1)C(=O)OC(C)(C)C)C=1C=C(C=CC1)C)F